C(#N)C(CCN1CCC(CC1)N1CCCCC1)(C1=CC=CC=C1)C1=CC=CC=C1 1'-(3-cyano-3,3-diphenylpropyl)[1,4'-bipiperidine]